trans-2,3-butylene carbonate C[C@H]1[C@@H](OC(=O)O1)C